C(=CC1=CC=CC=C1)[B]C=CC1=CC=CC=C1 Distyryl-boron